tert-butyl 2,6-diazaspiro[3.3]heptane-2-carboxylate hemioxalate salt C(C(=O)O)(=O)O.C1N(CC12CNC2)C(=O)OC(C)(C)C.C(C)(C)(C)OC(=O)N2CC1(C2)CNC1